C=C(CCN1N(CC2CC=C3C(=C12)C=CC=C3)CCC(C(C=C)=C)=C)C(C=C)=C N,N'-bis(3,4-dimethylenehex-5-en-1-yl)dihydrobenzoindazole